Bis(2-(tert-butyl)-4-methoxyphenyl) carbonate C(OC1=C(C=C(C=C1)OC)C(C)(C)C)(OC1=C(C=C(C=C1)OC)C(C)(C)C)=O